2-cyclohexyl-5-chloro-1,3-dioxin-4-one C1(CCCCC1)C1OC=C(C(O1)=O)Cl